7-(1H-Pyrrolo[2,3-b]pyridin-3-yl)-3,4-dihydropyrrolo[1,2-a]pyrazin-1(2H)-one N1C=C(C=2C1=NC=CC2)C=2C=C1N(CCNC1=O)C2